C(C)NC(=O)C1=NOC(=C1C1=CC=C(C=C1)CN1CCOCC1)C=1C=C(C(=CC1O)O)C1=CC(=CC=C1)F n-ethyl-5-(3'-fluoro-4,6-dihydroxy-[1,1'-biphenyl]-3-yl)-4-(4-(morpholinomethyl)phenyl)isoxazole-3-carboxamide